[1,2]-azaphosphine N1=PC=CC=C1